2,6-difluoro-3-(prop-1-yl)-benzene FC1=CC(=CC=C1CCC)F